3,4-dichloro-N-((4-((9-(cyclopropylmethyl)-9H-purin-6-yl)oxy)phenyl)carbamothioyl)benzamide ClC=1C=C(C(=O)NC(NC2=CC=C(C=C2)OC2=C3N=CN(C3=NC=N2)CC2CC2)=S)C=CC1Cl